8-bromo-2,3-dihydrobenzo[b][1,4]dioxine-6-carboxylic acid BrC1=CC(=CC2=C1OCCO2)C(=O)O